C1(CCCC1)CS(=O)(=O)N1CCC(CC1)NC=1N=CC2=C(N1)C(=NC(=C2)C)N2CC1(C2)CN(CC1)C(=O)OC(C)(C)C tert-butyl 2-(2-((1-((cyclopentylmethyl) sulfonyl) piperidin-4-yl) amino)-6-methylpyrido[3,4-d]pyrimidin-8-yl)-2,6-diazaspiro[3.4]octane-6-carboxylate